COC1CCN(CC1)CCNC(C1=CN=C(C(=C1)NC1=NN(C=2C=3N(N=CC21)C=C(C3)C=3C=NN(C3)C)C)C)=O N-(2-(4-methoxypiperidin-1-yl)ethyl)-6-methyl-5-((1-methyl-8-(1-methyl-1H-pyrazol-4-yl)-1H-pyrazolo[3,4-d]pyrrolo[1,2-b]pyridazin-3-yl)amino)nicotinamide